Trimethylfluorosilane tert-butyl-4-(1-amino-1-methyl-ethyl)piperidine-1-carboxylate C(C)(C)(C)OC(=O)N1CCC(CC1)C(C)(C)N.C[Si](F)(C)C